FC1=C(C=CC(=C1)F)C1=CC(=C(C=C1)OC)NC1=NC=NC2=CC(=C(C=C12)OC1CC2(CN(C2)C(C=C)=O)CC1)OC 1-(6-((4-((2',4'-difluoro-4-methoxy-[1,1'-biphenyl]-3-yl)amino)-7-methoxyquinazoline-6-yl)oxy)-2-azaspiro[3.4]octan-2-yl)prop-2-en-1-one